1-(5'H,7'H-spiro[cyclobutane-1,4'-thieno[2,3-c]pyran]-7'-yl)-N-methylmethanamine S1C=CC2=C1C(OCC21CCC1)CNC